Ethyl (S)-3-((tert-butoxycarbonyl)amino)-3-(5-cyclopropyl-4-fluoro-2'-hydroxy-3',4',6'-trimethyl-[1,1'-biphenyl]-3-yl)propanoate C(C)(C)(C)OC(=O)N[C@@H](CC(=O)OCC)C=1C=C(C=C(C1F)C1CC1)C1=C(C(=C(C=C1C)C)C)O